[N+](=O)([O-])C1=C2CN(CC2=CC=C1)C(=O)OC(C)(C)C tert-Butyl 4-nitroisoindoline-2-carboxylate